[C@H]12CN(C[C@H](CC1)N2)C2=NC(=NC1=C(C(=C(C=C21)Cl)C2=CC(=CC1=CC=CC=C21)O)F)OC[C@H]2N(CCC2)C 4-(4-((1R,5S)-3,8-diazabicyclo[3.2.1]octan-3-yl)-6-chloro-8-fluoro-2-(((S)-1-methylpyrrolidin-2-yl)methoxy)quinazolin-7-yl)naphthalen-2-ol